2,2-bis(4-hydroxyphenyl)n-octane OC1=CC=C(C=C1)C(C)(CCCCCC)C1=CC=C(C=C1)O